3-(5-((4-(3-(6-(4-amino-4-methylpiperidin-1-yl)-1H-pyrazolo[3,4-b]pyrazin-3-yl)-2-chlorophenyl)piperazin-1-yl)methyl)-6-fluoro-1-oxoisoindoline-2-yl)piperidine-2,6-dione NC1(CCN(CC1)C1=CN=C2C(=N1)NN=C2C=2C(=C(C=CC2)N2CCN(CC2)CC=2C=C1CN(C(C1=CC2F)=O)C2C(NC(CC2)=O)=O)Cl)C